FC(C1=CC=C(C=C1)NC=1SC=C(N1)C1=CC(=C(C=C1)F)F)(F)F 2-(4-trifluoromethylphenylamino)-4-(3,4-difluorophenyl)thiazole